O=C1N(CCC(N1)=O)CC=1C=C(C=CC1)C1CCN(CC1)C(=O)OC(C)(C)C tert-butyl 4-[3-[(2,4-dioxohexahydropyrimidin-1-yl)methyl]phenyl]piperidine-1-carboxylate